(2R,3R,4S,5R)-2-(6-amino-9H-purin-9-yl)-5-(((3-((4-(1-(2-methoxyethyl)-1H-1,2,3-triazol-4-yl)phenethyl)amino)propyl)amino)methyl)tetrahydrofuran-3,4-diol NC1=C2N=CN(C2=NC=N1)[C@@H]1O[C@@H]([C@H]([C@H]1O)O)CNCCCNCCC1=CC=C(C=C1)C=1N=NN(C1)CCOC